6-(benzyloxy)pyridine-3-sulfonyl chloride C(C1=CC=CC=C1)OC1=CC=C(C=N1)S(=O)(=O)Cl